CCC(CC)N pentan-3-amine